ClC1=NC=C(C(=N1)OC1=NC=2C=CC3=C(C2N=C1)C1=C(S3)C(N[C@@H](CN1)C)=O)F (R)-3-((2-chloro-5-fluoropyrimidin-4-yl)oxy)-10-methyl-9,10,11,12-tetrahydro-8H-[1,4]diazepino[5',6':4,5]thieno[3,2-f]quinoxalin-8-one